BrC1=CC(=C(C(=C1)F)[C@H]1N([C@@H](CC2=CC(=CC=C12)O)C)C1=C(C=C(C=C1)F)F)F (1s,3r)-1-(4-bromo-2,6-difluorophenyl)-2-(2,4-difluorophenyl)-3-methyl-1,2,3,4-tetrahydroisoquinoline-6-ol